OCCCC(=O)OP(=O)([O-])[O-] L-4-Hydroxybutyryl-Phosphate